(±)-(4aR,13bS)-10,11-dichloro-4-(2-oxopropyl)-1,2,3,4,4a,5,6,13b-octahydro-8H-[1,6]naphthyridino[5,6-b]quinazolin-8-one ClC=1C=C2C(N3C(=NC2=CC1Cl)[C@H]1CCCN([C@@H]1CC3)CC(C)=O)=O |r|